(S)-2-(3,3-dimethyl-4-(5-(2,2,2-trifluoroethoxy)pyrazine-2-carbonyl)piperazin-1-yl)-N-(5-(4-fluorophenoxy)pyridin-2-yl)propanamide CC1(CN(CCN1C(=O)C1=NC=C(N=C1)OCC(F)(F)F)[C@H](C(=O)NC1=NC=C(C=C1)OC1=CC=C(C=C1)F)C)C